BrC=1C=C(C=C(C1OC)Br)C(=O)N1C2=C(S(C3(CC3)C1)(=O)=O)C=CC=C2 (3,5-dibromo-4-methoxyphenyl)(1,1-dioxospiro[benzo[b][1,4]thiazine-2,1'-cyclopropane]-4(3H)-yl)methanone